1-(2-cyclopropyl-4-methoxyphenyl)-N-[(3R)-1-methylpiperidin-3-yl]pyrido[3,4-d]pyridazin-4-amine C1(CC1)C1=C(C=CC(=C1)OC)C1=C2C(=C(N=N1)N[C@H]1CN(CCC1)C)C=NC=C2